CN1N=CC(=C1)[C@H](CN[C@@H]([C@H]1C(NC=2C=CC=C(C2N1)C#N)=O)C1=CC=CC=C1)C |o1:10| (S or R)-3-((R)-(((R)-2-(1-methyl-1H-pyrazol-4-yl)propyl)amino)(phenyl)methyl)-2-oxo-1,2,3,4-tetrahydroquinoxaline-5-carbonitrile